C1(CCCCC1)N cyclohexyl-amine